[O].[P]=S.[Li] Lithium phosphorus sulfide oxygen